1-((8-(6-(6-((6-Methoxypyridin-3-yl)methyl)-3,6-diazabicyclo[3.1.1]heptan-3-yl)pyridin-3-yl)-[1,2,4]triazolo[1,5-a]pyridin-6-yl)oxy)-2-methylpropan-2-ol COC1=CC=C(C=N1)CN1C2CN(CC1C2)C2=CC=C(C=N2)C=2C=1N(C=C(C2)OCC(C)(O)C)N=CN1